N(=[N+]=[N-])C=1N=C(C=2C(N1)=CN(N2)CC2=C(C=C(C=C2OC)N2CCN(CC2)C(CCCCCCCCCCCCCCCCC)=O)OC)N[C@H](CO[Si](C2=CC=CC=C2)(C2=CC=CC=C2)C(C)(C)C)CCC (S)-1-(4-(4-((5-azido-7-((1-((tert-butyldiphenylsilyl)oxy)pentan-2-yl)amino)-2H-pyrazolo[4,3-d]pyrimidin-2-yl)methyl)-3,5-dimethoxyphenyl)piperazin-1-yl)octadecan-1-one